(2-methyl-4-nitrophenyl)(4-(trifluoromethyl) phenyl) thioether CC1=C(C=CC(=C1)[N+](=O)[O-])SC1=CC=C(C=C1)C(F)(F)F